C(CCCCCCC)C1=C(C=CC=C1)NC1=CC=CC=C1 (octylphenyl)(phenyl)amine